(E)-1-[2-hydroxy-3-[(2E,5E)-7-hydroxy-3,7-dimethylocta-2,5-dienyl]-4-methoxyphenyl]-3-(4-hydroxyphenyl)prop-2-en-1-one OC1=C(C=CC(=C1C\C=C(\C\C=C\C(C)(C)O)/C)OC)C(\C=C\C1=CC=C(C=C1)O)=O